Diethyl (1-(4-chlorophenyl)cyclopropane-1-carbonyl)-L-valyl-D-glutamate ClC1=CC=C(C=C1)C1(CC1)C(=O)N[C@@H](C(C)C)C(=O)N[C@H](CCC(=O)OCC)C(=O)OCC